copper (I) tetrakis(acetonitrile) C(C)#N.C(C)#N.C(C)#N.C(C)#N.[Cu+]